CC(C=O)(CCC)C 2,2-dimethyl-1-pentanal